COC=1C=NC=CC1NC(OC(C)(C)C)=O Tert-butyl (3-methoxypyridin-4-yl)carbamate